(R)-N-(2-(4-cyanothiazolidin-3-yl)-2-oxoethyl)-6-(1,5-dioxa-9-azaspiro[5.5]undec-9-yl)quinoline-4-carboxamide C(#N)[C@H]1N(CSC1)C(CNC(=O)C1=CC=NC2=CC=C(C=C12)N1CCC2(OCCCO2)CC1)=O